C1(CC1)C=1C(=C(C=CC1)C1=CC2(CN(C2)C(=O)C2CC(C2)(C)O)CC1)F (6-(3-cyclopropyl-2-fluorophenyl)-2-azaspiro[3.4]oct-5-en-2-yl)((1s,3s)-3-hydroxy-3-methylcyclobutyl)methanone